COC(C1CCN(CC1)C1=CC(=NC=N1)C1=NNC2=CC=C(C=C12)OC1(CC1)C)OC 3-[6-[4-(dimethoxymethyl)-1-piperidinyl]pyrimidin-4-yl]-5-(1-methylcyclopropoxy)-1H-indazole